ClC1=CC=C(C=C1)C1=CC=C(S1)C1SCCN(C1)C(C)=O 2-(5-(4-Chlorophenyl)thiophen-2-yl)-1-thiomorpholinoethan-1-on